2-methylbenzo[d]thiazole-5-carboxylic acid methyl ester COC(=O)C=1C=CC2=C(N=C(S2)C)C1